C12N(CCC2C1)CCC1=NNC2=CC(=C(C=C12)OC)F 3-(2-(2-azabicyclo[3.1.0]hexan-2-yl)ethyl)-6-fluoro-5-methoxy-1H-indazole